3-{3-[4-(aminomethyl)phenyl]-5-isopropylimidazo[4,5-b]pyridin-2-yl}pyridin-2-amine NCC1=CC=C(C=C1)N1C(=NC=2C1=NC(=CC2)C(C)C)C=2C(=NC=CC2)N